(R)-N-(1-(3-((5-ethynylpyrimidin-2-yl)amino)pyrrolidin-1-yl)isoquinolin-6-Yl)-N-methylacrylamide C(#C)C=1C=NC(=NC1)N[C@H]1CN(CC1)C1=NC=CC2=CC(=CC=C12)N(C(C=C)=O)C